O1C(COCC1)CN(C1CCC(CC1)N(C1=CC(N(C=2C=CC(=NC12)C#N)C)=O)C)C1=CC(=C(C=C1)F)OC(F)F 8-((4-(((1,4-dioxan-2-yl)methyl)(3-(difluoromethoxy)-4-fluorophenyl)amino)cyclohexyl)(methyl)amino)-5-methyl-6-oxo-5,6-dihydro-1,5-naphthyridine-2-carbonitrile